BrC=1C=CC(=NC1)NC([C@H](C1CCC(CC1)C)NC(=O)C=1N(N=CC1)C(C)C)=O N-[(1S)-2-[(5-bromo-2-pyridyl)amino]-1-((1r,4S)-4-methylcyclohexyl)-2-oxo-ethyl]-2-isopropyl-pyrazole-3-carboxamide